(S)-(1-(methylamino)-1-oxo-5-(4-(trifluoromethyl)cyclohexyl)pent-2-yl)carbamic acid tert-butyl ester C(C)(C)(C)OC(N[C@H](C(=O)NC)CCCC1CCC(CC1)C(F)(F)F)=O